2-(ethylsulfanyl)imidazo[1,2-a]pyridine-3-sulfonamide C(C)SC=1N=C2N(C=CC=C2)C1S(=O)(=O)N